tertbutyl N-[[(2S)-2-(1H-indole-2-carbonylamino) 4-methyl pentanoyl]amino]carbamate N1C(=CC2=CC=CC=C12)C(=O)N[C@H](C(=O)NNC(OC(C)(C)C)=O)CC(C)C